(2-(5-(benzofuran-5-ylsulfonyl)-3,4,5,6-tetrahydropyrrolo[3,4-c]pyrrol-2(1H)-yl)-2-oxoethyl)methanesulfonamide O1C=CC2=C1C=CC(=C2)S(=O)(=O)N2CC1=C(C2)CN(C1)C(CCS(=O)(=O)N)=O